7-bromo-N-[1-(2-pyrimidin-2-yl-1,2,4-triazol-3-yl)ethyl]isoquinolin-1-amine BrC1=CC=C2C=CN=C(C2=C1)NC(C)C=1N(N=CN1)C1=NC=CC=N1